(2R)-2-(6-{5-chloro-2-[(oxan-4-yl)amino]pyrimidin-4-yl}-1-oxo-2,3-dihydro-1H-isoindol-2-yl)-N-[(1S)-1-(4-fluoro-3-methylphenyl)-2-hydroxyethyl]propanamide ClC=1C(=NC(=NC1)NC1CCOCC1)C1=CC=C2CN(C(C2=C1)=O)[C@@H](C(=O)N[C@H](CO)C1=CC(=C(C=C1)F)C)C